N1CCC12CC(C2)N azaspiro[3.3]heptan-6-amine